perfluoro-n-octanesulfonic acid 1,3-dioxoisoindolin-2-yl ester O=C1N(C(C2=CC=CC=C12)=O)OS(=O)(=O)C(C(C(C(C(C(C(C(F)(F)F)(F)F)(F)F)(F)F)(F)F)(F)F)(F)F)(F)F